O1C(CC1)CN1C=NC2=C1C=C(C=C2)C(=O)O 1-(oxetane-2-ylmethyl)-1H-Benzo[d]imidazole-6-carboxylic acid